2-[4-({[(2S)-methylpyrrolidin-2-yl]methyl}amino)pyrido[3,4-d]pyridazin-1-yl]-5-(trifluoromethyl)phenol formate salt C(=O)O.CN1[C@@H](CCC1)CNC=1N=NC(=C2C1C=NC=C2)C2=C(C=C(C=C2)C(F)(F)F)O